ClC1(CC(C1)C=1OC=C(N1)CC1=CC=NC=C1)Cl 2-(3,3-Dichlorocyclobutyl)-4-(pyridine-4-ylmethyl)oxazole